OC[C@]1(CN(CC1)C(C)(C)C1=NC=CC=C1)CCC=1C=C(C#N)C=CC1 (R)-3-(2-(3-(hydroxymethyl)-1-(2-(pyridin-2-yl)propan-2-yl)pyrrolidin-3-yl)ethyl)benzonitrile